C(C)(C)(C)OC(=O)N1CCC(CCC1)N1C(NC2=NC=CC=C21)=O 4-(2-oxo-2,3-dihydro-1H-imidazo[4,5-b]pyridin-1-yl)azepan-1-carboxylic acid tert-butyl ester